6-chloro-3-(2,4,5-trifluoro-3-methylphenyl)-1-benzothiophene-2-carboxylic acid ethyl ester C(C)OC(=O)C=1SC2=C(C1C1=C(C(=C(C(=C1)F)F)C)F)C=CC(=C2)Cl